FC=1C=C(CN2CCN(CC2)C2=CC=C(C=N2)C2=C3C=CC=NC3=CC(=C2)C=2C=NN(C2)C)C=CC1 5-(6-(4-(3-Fluorobenzyl)piperazin-1-yl)pyridin-3-yl)-7-(1-methyl-1H-pyrazol-4-yl)quinoline